C(C)OC(C1=C(N=C(C=C1)Cl)CBr)=O 2-(Bromomethyl)-6-chloronicotinic acid ethyl ester